(E)-3-(((3-(1H-imidazol-2-yl)pyridin-2-yl)amino)methyl)-2-hydroxybenzaldehyde oxime N1C(=NC=C1)C=1C(=NC=CC1)NCC=1C(=C(/C=N/O)C=CC1)O